C[C@H](CC=1N=CN(C1)C1OCCCC1)NC(OC(C)(C)C)=O tert-butyl N-[(1R)-1-methyl-2-(1-tetrahydropyran-2-ylimidazol-4-yl)ethyl]carbamate